heptacyclo[8.7.0.12,9.14,7.111,17.03,8.012,16]eicosa-5-ene C12C3C4C5C=CC(C4C(C2C2C4CCCC4C1C2)C3)C5